ClC=1C=C(C=CC1F)NC(=O)N[C@@H]1COCC=2NC(C=3C=C(C=CC3C21)F)=O (S)-1-(3-chloro-4-fluorophenyl)-3-(8-fluoro-6-oxo-1,4,5,6-tetrahydro-2H-pyrano[3,4-c]isoquinolin-1-yl)urea